ruthenium platinum carbon [C].[Pt].[Ru]